NC1=NC=CC=C1C1=NC=2C(=NC(=CC2)C=2C(NC=CC2)=O)N1C1=CC=C(C=C1)CN1CCNCC1 3-(2-(2-aminopyridin-3-yl)-3-(4-(piperazin-1-ylmethyl)phenyl)-3H-imidazo[4,5-b]pyridin-5-yl)pyridin-2(1H)-one